C(=O)(OCC1C2=CC=CC=C2C2=CC=CC=C12)N[C@H](CCC(=O)[O-])C(=O)[O-] fmoc-D-glutamate